(4-(trifluoromethyl)phenyl)sulfamoyl chloride FC(C1=CC=C(C=C1)NS(=O)(=O)Cl)(F)F